2-amino-4-(trifluoromethoxy)-1,3-benzothiazole-6-carboxylic acid methyl ester COC(=O)C1=CC2=C(N=C(S2)N)C(=C1)OC(F)(F)F